NC[C@H](CC(=O)O)C[C@@H](COC1=CC=C(C=C1)C(F)(F)F)C (3s,5s)-3-aminomethyl-5-methyl-6-(4-trifluoromethyl-phenoxy)-hexanoic acid